ClC1=C(C=CC(=C1)F)[C@]12CN(C[C@@H]2C1)C1=NN=C(N1C=1C=NC(=CC1)OC)COCCF (1S,5R)-1-(2-chloro-4-fluorophenyl)-3-(5-((2-fluoroethoxy)methyl)-4-(6-methoxypyridin-3-yl)-4H-1,2,4-triazol-3-yl)-3-azabicyclo[3.1.0]hexane